(8S)-7-[(2S)-2-(tert-butoxycarbonylamino)-3,3-dimethyl-butanoyl]-7-azadispiro[3.0.45.14]decane-8-carboxylic acid C(C)(C)(C)OC(=O)N[C@H](C(=O)N1CC2(C3(CCC3)C2)C[C@H]1C(=O)O)C(C)(C)C